FC(CN1CCN(CC1)C(=O)OC(C)(C)C)(CN1N=NC(=C1)C1=CC=C(C=C1)C(NC1=CC2=C(NC(=N2)CN2[C@H](CCC2)C)C=C1)=O)F tert-butyl (S)-4-(2,2-difluoro-3-(4-(4-((2-((2-methylpyrrolidin-1-yl)methyl)-1H-benzo[d]imidazol-5-yl)carbamoyl)phenyl)-1H-1,2,3-triazol-1-yl)propyl)piperazine-1-carboxylate